C(=C)C=1C=C(C=CC1)CCNC1=NC(=C(C=2N=C(N=CC21)S(=O)C)F)C2=CC=CC1=CC=C(C(=C21)C#C[Si](C(C)C)(C(C)C)C(C)C)F N-[2-(3-ethenylphenyl)ethyl]-8-fluoro-7-{7-fluoro-8-[2-(triisopropylsilyl)ethynyl]naphthalen-1-yl}-2-methanesulfinylpyrido[4,3-d]pyrimidin-5-amine